ClC=1C=C2C(CCOC2=CC1)=NO 6-chlorochroman-4-one oxime